[SH2]1(CCCCC1)=O hexahydro-1lambda6-Thiopyran-1-oxide